methylisouronium hexafluorophosphate F[P-](F)(F)(F)(F)F.CNC(O)=[NH2+]